6-Bromo-N-((1S)-2-((4-(2-methoxy-1-((S)-2-oxo-4-(trifluoromethyl)imidazolidin-1-yl)ethyl)pyridin-2-yl)amino)-1-((1r,4S)-4-methylcyclohexyl)-2-oxoethyl)-3-methyl-picolinamide BrC1=CC=C(C(=N1)C(=O)N[C@H](C(=O)NC1=NC=CC(=C1)C(COC)N1C(N[C@@H](C1)C(F)(F)F)=O)C1CCC(CC1)C)C